3-(5-(2,6-dimethylpiperazin-1-yl)-4,7-difluoro-1-oxoisoindolin-2-yl)piperidine-2,6-dione CC1N(C(CNC1)C)C=1C(=C2CN(C(C2=C(C1)F)=O)C1C(NC(CC1)=O)=O)F